C(C)(=O)C=1C(=C(COC2=CC=CC(=N2)C2CCN(CC2)CC2=NC3=C(N2C[C@H]2OCC2)C=C(C=C3)C(=O)O)C=CC1)F (S)-2-((4-(6-((3-acetyl-2-fluorobenzyl)oxy)pyridin-2-yl)piperidin-1-yl)methyl)-1-(oxetan-2-ylmethyl)-1H-benzo[d]imidazole-6-carboxylic acid